C(C)C(C(=O)[O-])(O)CC(=O)[O-].C(C)C(C(=O)[O-])(O)CC(=O)[O-].C(CCC)[Sn+4]CCCC dibutyl-tin bis(ethylmalate)